4-cyclopropyl-2-(5-(4-cyclopropyl-2-(4-fluoro-2-methylphenoxy)-5-(trifluoromethyl)benzamido)-2-Fluorophenyl)-2-oxoacetic acid C1(CC1)C1=CC(=C(C=C1NC(C1=C(C=C(C(=C1)C(F)(F)F)C1CC1)OC1=C(C=C(C=C1)F)C)=O)C(C(=O)O)=O)F